bis-(1-(piperazin-1-yl)propan-2-yl)amine N1(CCNCC1)CC(C)NC(CN1CCNCC1)C